FC1=CC=C(C=C1)C=1C(N(N2C1N=C(NC2=O)SCC#C)C)=O 8-(4-fluorophenyl)-6-methyl-2-(prop-2-yn-1-ylsulfanyl)-3H-pyrazolo[1,5-a][1,3,5]triazine-4,7-dione